N-cyclopropylmethylpyridin-4-amine C1(CC1)CNC1=CC=NC=C1